ClC1=NC=C(C=C1CSC[C@@H]1N(CCN(C1)C(=O)OC(C)(C)C)C(=O)OCC1=CC=CC=C1)C(F)(F)F 1-benzyl 4-(t-butyl) (R)-2-((((2-chloro-5-(trifluoromethyl)pyridin-3-yl)methyl)thio)methyl)piperazin-1,4-dicarboxylate